ClC1=NC=C(C(=N1)Cl)CN1C(C2(CN(C2)C(=O)OC(C)(C)C)CC1)=O tert-butyl 6-((2,4-dichloro-pyrimidin-5-yl)methyl)-5-oxo-2,6-diazaspiro[3.4]octane-2-carboxylate